O=C1CC(CN1CC=1C=NC=CC1)C(=O)NC1=CC=C(C=C1)C1=NC(=NO1)C1=CC=NC=C1 5-Oxo-N-{4-[3-(pyridin-4-yl)-1,2,4-oxadiazol-5-yl]phenyl}-1-[(pyridin-3-yl)methyl]-pyrrolidine-3-carboxamide